[6-[6-(difluoromethoxy)-2-pyridyl]-3-isoquinolyl]methanamine FC(OC1=CC=CC(=N1)C=1C=C2C=C(N=CC2=CC1)CN)F